CC1C(C1O)O 3-methylcyclopropane-1,2-diol